4-(5-(4-(6-ethyl-2-oxoindol-1-yl)phenyl)pyridin-3-yl)-7-methyl-8,9-dihydropyrido[3',2':4,5]pyrrolo[1,2-a]pyrazin-6(7H)-one C(C)C1=CC=C2CC(N(C2=C1)C1=CC=C(C=C1)C=1C=C(C=NC1)C1=CC=NC2=C1C=C1N2CCN(C1=O)C)=O